P(=O)(O)(O)O.N1=NN=NC=C1 tetrazine phosphate